1-ethylhexylmethyl-3-methylimidazolium hexafluorophosphate F[P-](F)(F)(F)(F)F.C(C)C(CCCCC)C=1[N+](=C(NC1)C)C